(E)-propyl-1,2-ethylenediamine C(CC)NCCN